(S)-N-(4'-Fluoro-2'-(4-methyl-4H-1,2,4-triazol-3-yl)-[1,1'-biphenyl]-3-yl)-5-((3-methylpiperidin-1-yl)methyl)-2-oxo-1-(2,2,2-trifluoroethyl)-1,2-dihydropyridine-3-carboxamide FC1=CC(=C(C=C1)C1=CC(=CC=C1)NC(=O)C=1C(N(C=C(C1)CN1C[C@H](CCC1)C)CC(F)(F)F)=O)C1=NN=CN1C